BrC=1C=C2N(N=CC(=C2NC2CCCC2)C(=NC2=C(C=C(C=C2)O[Si](C)(C)C(C)(C)C)CC)N)C1 6-bromo-N'-[4-[tert-butyl(dimethyl)silyl]oxy-2-ethyl-phenyl]-4-(cyclopentylamino)-pyrrolo[1,2-b]pyridazine-3-carboxamidine